2-methyl-4,5-dichlorobenzoic acid CC1=C(C(=O)O)C=C(C(=C1)Cl)Cl